(4aR,5S,6aS,7S)-7-acetyl-1-ethyl-5-hydroxy-4a,6a-dimethyl-1,3,4,4a,4b,5,6,6a,7,8,9,9a,9b,10-tetradecahydro-2H-indeno[5,4-f]-quinolin-2-one C(C)(=O)[C@H]1CCC2[C@@]1(C[C@@H](C1[C@]3(CCC(N(C3=CCC12)CC)=O)C)O)C